6-[4-[[2-[2-(3-Ethoxyphenyl)ethynyl]phenyl]methyl]piperazin-1-yl]-N-[4-(2-phenylsulfanylethylamino)-3-(trifluoromethyl)phenyl]sulfonylpyridazine-3-carboxamide C(C)OC=1C=C(C=CC1)C#CC1=C(C=CC=C1)CN1CCN(CC1)C1=CC=C(N=N1)C(=O)NS(=O)(=O)C1=CC(=C(C=C1)NCCSC1=CC=CC=C1)C(F)(F)F